N-methyl-5-(4-((5-oxo-4,5-dihydropyrazolo[1,5-a]quinazolin-2-yl)methyl)piperazin-1-yl)pyridine CN1CC=CC(=C1)N1CCN(CC1)CC1=NN2C(NC(C3=CC=CC=C23)=O)=C1